CC1=C(C2C3C(C1C2)C(=O)OC3=O)C dimethyl-5-norbornene-2,3-dicarboxylic anhydride